2-(2-((tert-butyldimethylsilyl)-oxy)ethoxy)acetaldehyde [Si](C)(C)(C(C)(C)C)OCCOCC=O